CN1N=C(C(=C1)C=O)C1=C(C=CC=C1)C 1-methyl-3-(o-tolyl)-1H-pyrazole-4-carbaldehyde